Dihexyl 3,3'-thiodipropionate S(CCC(=O)OCCCCCC)CCC(=O)OCCCCCC